FC1=C2CCN(C2=CC(=C1)F)CC=1C(=NC(=NC1)N)N 5-((4,6-difluoroindolin-1-yl)methyl)pyrimidine-2,4-diamine